ClC1=C2CCCN(C2=CC(=C1F)Cl)C(=O)[C@@H]1[C@@H]([C@@H](C(N1C1=NC(=CC(=C1)C(F)(F)F)C)=O)O)O (3s,4s,5s)-5-[(5,7-dichloro-6-fluoro-1,2,3,4-tetrahydroquinolin-1-yl)carbonyl]-3,4-dihydroxy-1-[6-methyl-4-(trifluoromethyl)pyridin-2-yl]pyrrolidin-2-one